FC(CCCCC[NH3+])(F)F trifluorohexyl-ammonium